ClC1=CC=C(C=C1)C1(OC2=C(C1=O)C(=CC(=C2)OC)OC)C(CC(C#N)O[Si](C)(C)C)C2=CC(=CC=C2)F 4-(2-(4-chlorophenyl)-4,6-dimethoxy-3-oxo-2,3-dihydrobenzofuran-2-yl)-4-(3-fluorophenyl)-2-((trimethylsilyl)oxy)butanenitrile